NC=1C=CC(=C(C(=O)N[C@H](C)C2=CC(=CC=C2)C=2SC(=CC2)CNC2CCCC2)C1)C (R)-5-amino-N-(1-(3-(5-((cyclopentylamino)methyl)thiophen-2-yl)phenyl)ethyl)-2-methylbenzamide